COC=1N=NC(=CC1C1=CC=C(C(=O)O)C=C1)OC 4-(3,6-dimethoxypyridazin-4-yl)benzoic acid